CC=1CC(CCC1)(C)C 2,6,6-trimethyl-cyclohex-2-ene